4-(piperazine-1-carbonyl)benzoic acid methyl ester COC(C1=CC=C(C=C1)C(=O)N1CCNCC1)=O